tert-butyl 2-cyano-7,8-dihydro-1,6-naphthyridine-6(5H)-carboxylate C(#N)C1=NC=2CCN(CC2C=C1)C(=O)OC(C)(C)C